ClC1=NC(=CC(=C1I)NC(OC(C)(C)C)=O)C1CC1 tert-Butyl (2-chloro-6-cyclopropyl-3-iodopyridin-4-yl)carbamate